C(C)(C)(C)OC(=O)N1CCN(C2=C(C=CC=C12)C)S(=O)(=O)C1=C(C=C(C=C1)N1C=NC(=C1)C)C 5-Methyl-4-[2-methyl-4-(4-methylimidazol-1-yl)phenyl]sulfonyl-2,3-dihydroquinoxaline-1-carboxylic acid tert-butyl ester